5-[4-(3,5-dichloro-2-pyridyl)piperazine-1-carbonyl]-4-(trifluoromethyl)-2-[4-(trifluoromethyl)phenyl]benzonitrile ClC=1C(=NC=C(C1)Cl)N1CCN(CC1)C(=O)C=1C(=CC(=C(C#N)C1)C1=CC=C(C=C1)C(F)(F)F)C(F)(F)F